tert-butyl (3S,5R)-3-[[4-[6-(3,5-dimethylisoxazol-4-yl)-1H-indol-3-yl]-5-(trifluoromethyl)pyrimidin-2-yl]amino]-5-hydroxypiperidine-carboxylate CC1=NOC(=C1C1=CC=C2C(=CNC2=C1)C1=NC(=NC=C1C(F)(F)F)N[C@@H]1CN(C[C@@H](C1)O)C(=O)OC(C)(C)C)C